NC1(CCC1)C1=CC=C(C=C1)NC(=O)C1=CC2=C(OCCC3=C2SC=C3)C=C1C=1C(=NC(=CC1)C(NCCC)=O)C(=O)OC methyl 3-(9-((4-(1-aminocyclobutyl)phenyl)carbamoyl)-4,5-dihydrobenzo[b]thieno[2,3-d]oxepin-8-yl)-6-(propylcarbamoyl)picolinate